S1C=NC2=C1C=CC(=C2)NC2=CC=NC1=CC=C(C=C21)C2=CC(=C(C(=O)N1CCN(CC1)C(=O)OC(C)(C)C)C=C2F)C tert-butyl 4-(4-(4-(benzo[d]thiazol-5-ylamino)quinolin-6-yl)-5-fluoro-2-methylbenzoyl)piperazine-1-carboxylate